ClC1=CC(=C(C=C1)C1=NC(=CC=2N=C(N(C(C21)=O)C)C)N2CC(OCC2)C2=CC=NN2C)F 5-(4-chloro-2-fluorophenyl)-2,3-dimethyl-7-(2-(1-methyl-1H-pyrazol-5-yl)-4-morpholinyl)pyrido[4,3-d]pyrimidin-4(3H)one